N1(C=CC2=CC=CC=C12)C1=NC(=NC=C1)NC=1C(=CC(=C(C1)NC(\C=C\C)=O)N(C)CCN(C)C)OC (E)-N-(5-((4-(1H-indol-1-yl)pyrimidin-2-yl)amino)-2-((2-(dimethylamino)ethyl)(methyl)amino)-4-methoxyphenyl)but-2-enamide